[Cl-].C(C=C)C(CNCC)CC=C diallyldiethylamine chloride